NC1=CC(=C(C=C1OC)N1CCC2(CCN(CC2)CC=2C=C(C=CC2)NC2C(NC(CC2)=O)=O)CC1)C=1C=NN(C1)C 3-((3-((9-(4-amino-5-methoxy-2-(1-methyl-1H-pyrazol-4-yl)phenyl)-3,9-Diazaspiro[5.5]undecan-3-yl)methyl)phenyl)amino)piperidine-2,6-dione